FC(OCC1(CCC(CC1)=O)C#N)F 1-(difluoromethoxymethyl)-4-oxocyclohexanecarbonitrile